COC(C1=C(C(=CC=C1C)N)F)=O 3-amino-2-fluoro-6-methylbenzoic acid methyl ester